N-[(3-methyl-2-nitro-imidazol-4-yl)methyl]-7-morpholino-5-[4-[[5-(trifluoromethyl)pyrimidin-2-yl]amino]cyclohexoxy]-1,6-naphthyridine-3-sulfonamide CN1C(=NC=C1CNS(=O)(=O)C=1C=NC2=CC(=NC(=C2C1)OC1CCC(CC1)NC1=NC=C(C=N1)C(F)(F)F)N1CCOCC1)[N+](=O)[O-]